Cl.F[C@@H]1C[C@H](NC1)C(=O)NCC(=C(C)C)F (2S,4R)-4-fluoro-N-(2-fluoro-3-methylbut-2-en-1-yl)pyrrolidine-2-carboxamide hydrochloride